water sodium glutamate N[C@@H](CCC(=O)[O-])C(=O)[O-].[Na+].O.[Na+]